3-(4,6-diphenylpyrimidin-2-yl)-2,4,5,6-tetrakis(9-phenyl-9H-carbazol-1-yl)benzonitrile C1(=CC=CC=C1)C1=NC(=NC(=C1)C1=CC=CC=C1)C=1C(=C(C#N)C(=C(C1C1=CC=CC=2C3=CC=CC=C3N(C12)C1=CC=CC=C1)C1=CC=CC=2C3=CC=CC=C3N(C12)C1=CC=CC=C1)C1=CC=CC=2C3=CC=CC=C3N(C12)C1=CC=CC=C1)C1=CC=CC=2C3=CC=CC=C3N(C12)C1=CC=CC=C1